2-(3,3-dimethylcyclobutyl)-8-fluoro-3,4-dihydro-1H-isoquinoline-6-carbohydroxamic acid CC1(CC(C1)N1CC2=C(C=C(C=C2CC1)C(=O)NO)F)C